S1C(=NC2=C1C=CC=C2)NC(=O)C=2C=CC=C1CCN(CC21)C2=CC=C(C(=N2)C(=O)O)C=2C=NN(C2C)CC2(CCCCCC2)OCCCN2CCOCC2 6-[8-(1,3-benzothiazol-2-ylcarbamoyl)-3,4-dihydroisoquinolin-2(1H)-yl]-3-[5-methyl-1-({1-[3-(morpholin-4-yl)propoxy]cycloheptyl}methyl)-1H-pyrazol-4-yl]pyridine-2-carboxylic acid